1-(5-((2,3-difluorophenyl)thio)-6-methylpyrazin-2-yl)-4-methylpiperidin-4-amine FC1=C(C=CC=C1F)SC=1N=CC(=NC1C)N1CCC(CC1)(N)C